C(C)(C)(C)OC(=O)N1CC=2N(C[C@H]1C)N=C(C2)C2=C(C1=C(C(=N2)C=2C=NN(C2)C)C=CS1)C1=C(C=C(C=C1OC(C)C)F)F (6R)-2-(7-(2,4-difluoro-6-isopropoxyphenyl)-4-(1-methyl-1H-pyrazol-4-yl)thieno[3,2-c]pyridin-6-yl)-6-methyl-6,7-dihydropyrazolo[1,5-a]pyrazine-5(4H)-carboxylic acid tert-butyl ester